2-((1-(2-((4-methoxybenzyl)amino)pyridin-3-yl)cyclopropyl)amino)ethan-1-ol COC1=CC=C(CNC2=NC=CC=C2C2(CC2)NCCO)C=C1